1-(tert-butyl)-3-(2-butoxyphenyl)-5-methyl-pyrazol-4-ol C(C)(C)(C)N1N=C(C(=C1C)O)C1=C(C=CC=C1)OCCCC